3-amino-4-hydroxybut-1-yn NC(C#C)CO